trifluoroacetonide FC(C([CH2-])=O)(F)F